N1C=C(C2=CC=CC=C12)C1=NC(=NC=C1)NC1=C(C(=O)NN=CC2=CC=CC=C2)C=CC=C1 (4-(1H-indol-3-yl)pyrimidin-2-ylamino)-N'-benzylidenebenzohydrazide